tert-butyl (R)-N-(1-(2-methoxyethyl) aziridine-2-carbonyl)-N-methylglycinate COCC[N@@]1C(C1)C(=O)N(CC(=O)OC(C)(C)C)C